7,7-DIMETHYL-2-OXOBICYCLO[2.2.1]HEPTANE-1-CARBALDEHYDE CC1(C2(C(CC1CC2)=O)C=O)C